C(CC(O)(C(=O)O)CC(=O)O)(=O)O.COCC(=O)N 2-methoxyacetamide citrate